COC1=CC=C(CN(C2=CC(=CC(=N2)C2=C(C=3N=C(N=C(C3C=N2)N2C[C@@](CCC2)(O)C)OC[C@H]2N(CCC2)C)F)C)CC2=CC=C(C=C2)OC)C=C1 (R)-1-(7-(6-(bis(4-methoxybenzyl)amino)-4-methylpyridin-2-yl)-8-fluoro-2-(((S)-1-methylpyrrolidin-2-yl)methoxy)pyrido[4,3-d]pyrimidin-4-yl)-3-methylpiperidin-3-ol